7-fluoro-2-{2-[5-(2-methylphenyl)-2-azabicyclo[2.2.1]hept-5-en-2-yl]-2-oxoethyl}-4H-1lambda6,2,4-benzothiadiazine-1,1,3-trione FC1=CC2=C(NC(N(S2(=O)=O)CC(=O)N2C3C=C(C(C2)C3)C3=C(C=CC=C3)C)=O)C=C1